2-((3,5-dichloro-4-(4-hydroxy-3-isopropylbenzyl)phenyl)sulfinyl)acetic acid ClC=1C=C(C=C(C1CC1=CC(=C(C=C1)O)C(C)C)Cl)S(=O)CC(=O)O